ClC1=C(C(=CC=N1)NC1=CC2=C(N(C(N2CCC(C(=O)OC)C)=O)C)C=C1)C#N 6-Chloro-5-cyano-4-[[3-(4-methoxy-3-methyl-4-oxo-butyl)-1-methyl-2-oxo-benzimidazol-5-yl]amino]pyridin